OC=1C=C(C=CC1)[C@@H]1C[C@@H](CC1)OCC1=NC=CC=C1NS(=O)(=O)C N-(2-((((1R,3S)-3-(3-hydroxyphenyl)cyclopentyl)oxy)methyl)pyridin-3-yl)methanesulfonamide